Dimethylsilyl-(tert-butylamino)tetramethylcyclopentadienyl-titanium C[SiH](C)[Ti](C1C(=C(C(=C1C)C)C)C)NC(C)(C)C